1-((((6-hydroxy-3'-methyl-4-pentyl-[1,1'-biphenyl]-2-yl)oxy)(propyl)phosphoryl)oxy)ethyl acetate C(C)(=O)OC(C)OP(=O)(CCC)OC1=C(C(=CC(=C1)CCCCC)O)C1=CC(=CC=C1)C